COC(C(CC(CF)=O)CNC(=O)OC(C)(C)C)=O ((tert-Butoxycarbonyl)amino)methyl-5-fluoro-4-oxopentanoic acid methyl ester